FC1=C(CN2[C@@H](CCC2=S)CC(=O)N[C@H](C(SCC2=CC=CC=C2)=O)C(C)C)C=CC=C1F S-Benzyl (S)-2-(2-((S)-1-(2,3-difluorobenzyl)-5-thioxopyrrolidin-2-yl)acetamido)-3-methylbutanethioate